ClC1=C(C=CC=C1)C=1N=C(SC1)C1(CC(C1)=O)C(=O)N (4-(2-chlorophenyl)thiazol-2-yl)-3-oxocyclobutane-1-carboxamide